N=1N=CN2C1C=CC(=C2)C2=CSC=1C2=NC(=CC1)NC1=NN(C=C1)C 3-([1,2,4]triazolo[4,3-a]pyridin-6-yl)-N-(1-methyl-1H-pyrazol-3-yl)thieno[3,2-b]pyridin-5-amine